COC1=CC=C(C=C2C(N(C(S2)=S)CCC(=O)N)=O)C=C1 3-[5-(4-methoxybenzylidene)-4-oxo-2-thioxo-1,3-thiazolidin-3-yl]propanamide